(((tert-Butyldiphenylsilyl)oxy)methyl)-4-ethyl-2,4-dihydro-3H-1,2,4-triazol-3-one [Si](C1=CC=CC=C1)(C1=CC=CC=C1)(C(C)(C)C)OCN1N=CN(C1=O)CC